BrC1=CC(=C(O[C@H](C(=O)OCC)C)C=C1)C1=NOCC1OCCCC ethyl (2S)-2-(4-bromo-2-(4-butoxy-4,5-dihydroisoxazol-3-yl)phenoxy)propanoate